FC=1C=CC(=C(C(=O)NC)C1)SC1=CC=C2C(=NN(C2=C1)C1OCCCC1)\C=C\C=1C=NN(C1)CCCN1CCCC1 5-Fluoro-N-methyl-2-[3-[(trans)-2-[1-(3-pyrrolidin-1-ylpropyl)pyrazol-4-yl]vinyl]-1-tetrahydropyran-2-yl-indazol-6-yl]sulfanylbenzamide